bis(sulfo-succinimidyl)suberate S(=O)(=O)(O)C1C(=O)N(C(C1)=O)C(C(=O)[O-])(CCCCCC(=O)[O-])N1C(C(CC1=O)S(=O)(=O)O)=O